(R)-1-acetyl-4-(2-(3-methylmorpholino)-8-(1H-pyrazol-5-yl)-1,7-naphthyridin-4-yl)piperidine-4-carbonitrile C(C)(=O)N1CCC(CC1)(C#N)C1=CC(=NC2=C(N=CC=C12)C1=CC=NN1)N1[C@@H](COCC1)C